5-(2-pyridyldithio)pentanoic acid N1=C(C=CC=C1)SSCCCCC(=O)O